FC1=C(C=CC(=C1)C(C)(C)O)C1=NN2C(N=CC=C2)=C1C(=O)N[C@@H]1C(NC2=C(C(=N1)C1=CC=CC=C1)C=CC=C2)=O 2-[2-Fluoro-4-(2-hydroxypropan-2-yl)phenyl]-N-[(3S)-2-oxo-5-phenyl-1,3-dihydro-1,4-benzodiazepin-3-yl]pyrazolo[1,5-a]pyrimidine-3-carboxamide